NC1=C(C=CC(=N1)N1CCNCC1)[N+](=O)[O-] 4-(6-amino-5-nitropyridin-2-yl)piperazine